FC1=C2CCNC2=CC(=C1)F 4,6-difluoro-indoline